O=C1CN(CCN1)C1=NC=C(C=N1)CNC(OC(C)(C)C)=O tert-Butyl ((2-(3-oxopiperazin-1-yl)pyrimidin-5-yl)methyl)carbamate